2-chloro-5-(3-fluorobenzyl)pyridine ClC1=NC=C(C=C1)CC1=CC(=CC=C1)F